ethyl 3-amino-6-(4-butoxyphenyl)-4-(trifluoromethyl)thieno[2,3-b]pyridine-2-carboxylate NC1=C(SC2=NC(=CC(=C21)C(F)(F)F)C2=CC=C(C=C2)OCCCC)C(=O)OCC